4-[(4-{2,5-dichloro-4-[({1-[4-(2-cyclopropoxyphenyl)pyridin-3-yl]cyclopropyl}amino)methyl]phenyl}butyl)[(2S,3R,4R,5R)-2,3,4,5,6-pentahydroxyhexyl]carbamoyl]butanoic acid ClC1=C(C=C(C(=C1)CNC1(CC1)C=1C=NC=CC1C1=C(C=CC=C1)OC1CC1)Cl)CCCCN(C(=O)CCCC(=O)O)C[C@@H]([C@H]([C@@H]([C@@H](CO)O)O)O)O